C(C)(C)OC(CCC(=O)C1=CC=C(C=C1)Br)=O 4-(4-bromophenyl)-4-oxobutanoic acid isopropyl ester